The molecule is a doubly-charged nucleotide-sugar oxoanion obtained by deprotonation of the diphosphate OH groups of (S)-NADHX; major species at pH 7.3. It derives from a NADH(2-). It is a conjugate base of a (S)-NADHX(1-). C1CC(=CN([C@H]1O)[C@H]2[C@@H]([C@@H]([C@H](O2)COP(=O)([O-])OP(=O)([O-])OC[C@@H]3[C@H]([C@H]([C@@H](O3)N4C=NC5=C(N=CN=C54)N)O)O)O)O)C(=O)N